C(C)(C)(C)OC(=O)N[C@H]1CS(C2=C(N(C1=O)CC1=CC=C(C=C1)Cl)C=C(C=C2)C(=O)O)(=O)=O (3R)-3-(tert-butoxycarbonylamino)-5-[(4-chlorophenyl)methyl]-1,1,4-trioxo-2,3-dihydro-1λ6,5-benzothiazepine-7-carboxylic acid